C1(=CC=CC=C1)P(C1=C(C=CC=C1)C=1OCC(N1)C(C)C)C1=CC=CC=C1 (+)-2-[2-(diphenylphosphino)phenyl]-4-isopropyl-2-oxazoline